CCCCC[C@@H]1[C@@H](O1)C/C=C\\C/C=C\\C/C=C\\CCCC(=O)[O-] The molecule is a 14,15-EET(1-) that is the conjugate base of (14S,15R)-EET, obtained by deprotonation of the carboxy group; major species at pH 7.3. It is a conjugate base of a (14S,15R)-EET. It is an enantiomer of a (14R,15S)-EET(1-).